(((9H-fluoren-9-yl)methoxy)carbonyl)alanine C1=CC=CC=2C3=CC=CC=C3C(C12)COC(=O)N[C@@H](C)C(=O)O